tert-butyl (2S,4R)-4-hydroxy-2-methyl-piperidine-1-carboxylate O[C@H]1C[C@@H](N(CC1)C(=O)OC(C)(C)C)C